[(2R,3S,11bR)-9,10-dimethoxy-3-(2-methylpropyl)-1H,2H,3H,4H,6H,7H,11bH-pyrido[2,1-a]isoquinolin-2-yl]methyl 3-ethanesulfonamidopropanoate C(C)S(=O)(=O)NCCC(=O)OC[C@@H]1C[C@H]2N(CCC3=CC(=C(C=C23)OC)OC)C[C@H]1CC(C)C